N[Ru](N)(N)(N)(N)N hexa-aminoruthenium